hydroxy-3-methyl-1-butene OC=CC(C)C